7-(1-(5-oxaspiro[3.4]octan-7-yl)piperidin-4-yl)-6-chloro-N-(5-chloro-1-cyclopropyl-1H-pyrazol-4-yl)quinazolin-2-amine C1CCC12OCC(C2)N2CCC(CC2)C2=C(C=C1C=NC(=NC1=C2)NC=2C=NN(C2Cl)C2CC2)Cl